8-(4-Fluoro-2-(trifluoromethyl)phenyl)-9-(4-((1-(3-fluoropropyl)azetidin-3-yliden)methyl)phenyl)-6,7-dihydro-5H-benzo[7]annulen FC1=CC(=C(C=C1)C=1CCCC2=C(C1C1=CC=C(C=C1)C=C1CN(C1)CCCF)C=CC=C2)C(F)(F)F